CC1C=CC=CC=C1 7-methyl-1,3,5-cycloheptatriene